5,8-dimethylene-1,4,4a,5,6,7,8,8a-octahydronaphthalene C=C1C2CC=CCC2C(CC1)=C